4-(5-methyl-7H-pyrrolo[2,3-d]pyrimidin-4-yl)-3,4-dihydro-2H-1,4-thiazine-6-carboxamide hydrochloride Cl.CC1=CNC=2N=CN=C(C21)N2CCSC(=C2)C(=O)N